N-(2-oxo-1-(8-oxo-5,8-dihydro-1,7-naphthyridin-7(6H)-yl)-2-phenylethyl)benzamide O=C(C(N1CCC=2C=CC=NC2C1=O)NC(C1=CC=CC=C1)=O)C1=CC=CC=C1